BrC1=NN(C2=C1C=NC(=C2)NC(C)=O)C2=NC(=NC(=C2)C2CC2)C(C)(F)F N-(3-bromo-1-(6-cyclopropyl-2-(1,1-difluoroethyl)pyrimidin-4-yl)-1H-pyrazolo[4,3-c]pyridin-6-yl)acetamide